C(C=C)OC(=O)NCC(=O)O ((allyloxy)carbonyl)glycine